O=C1N(CC2=CC(=CC=C12)N1CC2(C1)CCN(CC2)CC2CCNCC2)C2C(NC(CC2)=O)=O 3-{1-oxo-5-[7-(piperidin-4-ylmethyl)-2,7-diazaspiro[3.5]nonan-2-yl]-3H-isoindol-2-yl}piperidine-2,6-dione